BrC=1N=C(N(N1)C1OCCCC1)C(CC(C1=C(C(=CC=C1)F)F)O[Si](C)(C)C(C)(C)C)O 1-(5-bromo-2-tetrahydropyran-2-yl-1,2,4-triazol-3-yl)-3-[tert-butyl(dimethyl)silyl]oxy-3-(2,3-difluorophenyl)propan-1-ol